C(C1=CC=CC=C1)OC(=O)C1CC[N+](CC1)(CC(=O)OC(C)(C)C)CCCNC(=O)OC(C)(C)C 1-[3-(tert-butoxycarbonylamino)propyl]-1-(2-tert-butoxy-2-keto-ethyl)piperidin-1-ium-4-carboxylic acid benzyl ester